ClC1=C(C(=O)OC(C2=C(C=CC=C2)Cl)=O)C=CC=C1 2-chlorobenzoyl ether